CN(C(CCCCCCCCC)CCCCCCCCC\C=C/CCCCCCCC)C (20Z)-N,N-dimethylnonacos-20-en-10-amine